3-[7-(2-carboxyl-2-cyanovinyl)-5,6-difluoro-[1,10]phenanthroline-4-yl]-2-cyanoacrylic acid C(=O)(O)C(=CC=1C2=C(C(=C3C(=CC=NC3=C2N=CC1)C=C(C(=O)O)C#N)F)F)C#N